(R)-4-(cyclopentylamino)-N-(2-fluoro-3-hydroxy-3-methylbutyl)-6-phenylpyrrolo[1,2-b]pyridazine-3-carboxamide C1(CCCC1)NC=1C=2N(N=CC1C(=O)NC[C@H](C(C)(C)O)F)C=C(C2)C2=CC=CC=C2